(5-methyl-6-(4-(propylsulfonyl)piperazin-1-yl)pyridin-3-ylmethyl)imidazo[2,1-f][1,2,4]triazin-4-amine CC=1C=C(C=NC1N1CCN(CC1)S(=O)(=O)CCC)CC1=NN2C(C(=N1)N)=NC=C2